CN(C1=C(C(=NN1C(=O)C1=C(OC=C1)C)C1C(N(CCC1)C(=O)N1CCOCC1)C(F)(F)F)C)CC1=CC=C(C=C1)C(N)=N 4-({methyl[4-methyl-1-(2-methylfuran-3-carbonyl)-3-[1-(morpholine-4-carbonyl)-2-(trifluoromethyl)piperidin-3-yl]-1H-pyrazol-5-yl]amino}methyl)benzene-1-carboximidamide